C[Si](CCOCN1C=NC2=C1C(=CC=C2)C2(CC2)C(=O)OC)(C)C methyl 1-(1-((2-(trimethylsilyl)ethoxy)methyl)-1H-benzo[d]imidazol-7-yl)cyclopropane-1-carboxylate